C1(CCCC1)C(=O)OC[C@H]1O[C@@]([C@@H]([C@@H]1O)O)(C#N)C1=CC=C2C(=NC=NN21)N ((2R,3S,4R,5R)-5-(4-aminopyrrolo[2,1-f][1,2,4]triazin-7-yl)-5-cyano-3,4-dihydroxytetrahydrofuran-2-yl)methyl cyclopentanecarboxylate